CN1C=C(C=2C1=CN=C(C2)NC(C)=O)C2=CC(=C1C(=N2)C2(OCC1)COCC2)OC(C)C2COC2 N-(1-Methyl-3-(4'-(1-(oxetan-3-yl)ethoxy)-4,5,5',6'-tetrahydro-2H-spiro[furan-3,8'-pyrano[3,4-b]pyridin]-2'-yl)-1H-pyrrolo[2,3-c]pyridin-5-yl)acetamide